NC=1C=2N(C=CN1)C(=NC2C2=CC=C(C=C2)C(NC2=NC=CC(=C2)C(F)(F)F)=O)[C@H]2C[C@](CC2)(C(=O)O)C(C)C (1S,3R)-3-[8-amino-1-(4-{[4-(trifluoromethyl)pyridin-2-yl]carbamoyl}phenyl)imidazo[1,5-a]pyrazin-3-yl]-1-(1-methylethyl)cyclopentanecarboxylic acid